4-fluoro-2-(trifluoromethyl)phenoxyl-1,2,3,4-tetrahydro-2,6-naphthyridine FC1=CC(=C(OC2NCCC3=CN=CC=C23)C=C1)C(F)(F)F